2-(3'-(3-(1-(4-(tert-butyl)benzyl)-4-ethyl-5-oxo-4,5-dihydro-1H-1,2,4-triazol-3-yl)propyl)-[1,1'-biphenyl]-4-yl)acetic acid C(C)(C)(C)C1=CC=C(CN2N=C(N(C2=O)CC)CCCC=2C=C(C=CC2)C2=CC=C(C=C2)CC(=O)O)C=C1